2-[(4-{1-[(4-cyano-2-fluorophenyl)methoxy]-1H-pyrazol-3-yl}piperidin-1-yl)methyl]-1-{[(2S)-oxetan-2-yl]methyl}-1H-benzimidazole-6-carboxylic acid, ammonium salt [NH4+].C(#N)C1=CC(=C(C=C1)CON1N=C(C=C1)C1CCN(CC1)CC1=NC2=C(N1C[C@H]1OCC1)C=C(C=C2)C(=O)[O-])F